C(C)N1N=C(C2=C1C(NCC1(CCOCC1)C2)=O)CC(COC(=O)C=2C=NC(=NC2)C)(C)C 2-Methylpyrimidine-5-carboxylic acid [3-(1-ethyl-8-oxo-spiro[6,7-dihydro-4H-pyrazolo[3,4-c]azepin-5,4'-tetrahydropyran]-3-yl)-2,2-dimethyl-propyl] ester